N-[(3-{4-[(cyclopropylmethyl)amino]-1-(2,2,2-trifluoroethyl)-1H-indol-2-yl}-1,2,4-oxadiazol-5-yl)methyl]cyclopropanecarboxamide C1(CC1)CNC1=C2C=C(N(C2=CC=C1)CC(F)(F)F)C1=NOC(=N1)CNC(=O)C1CC1